NC=1C2=C(N=CN1)N(C(=C2C2=CC=C(C=C2)OC2=CC=CC=C2)C#CC2CCN(CC2)C(C=C)=O)C(COC)C 1-(4-((4-amino-7-(1-methoxypropan-2-yl)-5-(4-phenoxyphenyl)-7H-pyrrolo[2,3-d]pyrimidin-6-yl)ethynyl)piperidin-1-yl)prop-2-en-1-one